1,4-bis(2-ethylhexyloxy)naphthalene C(C)C(COC1=CC=C(C2=CC=CC=C12)OCC(CCCC)CC)CCCC